NCCN(CCN1CCNCC1)CCN N,N-bis-(2-aminoethyl)-N-(2-piperazinoethyl)amine